3-(2,4'-dichlorobenzhydryloxy)-N-(2-furanylmethyl)azetidine-1-carboxamide ClC1=C(C(C2=CC=C(C=C2)Cl)OC2CN(C2)C(=O)NCC=2OC=CC2)C=CC=C1